C1(=CC=CC=C1)P(CCP(C1=CC=CC=C1)CCP(C1=CC=CC=C1)C1=CC=CC=C1)C1=CC=CC=C1 bis-(2-diphenylphosphinoethyl)-phenylphosphine